4-(oxazol-5-yl)aniline O1C=NC=C1C1=CC=C(N)C=C1